C(C)(=O)NCCCNC(=O)C=1C=C(C2=C([C@](CO2)(C2=CC=CC=C2)CO)C1)C(=O)NC |r| (+/-)-N5-(3-acetamidopropyl)-3-(hydroxymethyl)-N7-methyl-3-phenyl-2,3-dihydrobenzofuran-5,7-dicarboxamide